1-t-butylcarbonyl-guanidine C(C)(C)(C)C(=O)NC(=N)N